N-((1H-indol-2-yl)methyl)-2-((N-methylsulfamoyl)amino)thiazole-4-carboxamide N1C(=CC2=CC=CC=C12)CNC(=O)C=1N=C(SC1)NS(NC)(=O)=O